(S)-2-cyano-N-(6-(difluoromethyl)pyridazin-4-yl)-8-methyl-8-(trifluoromethyl)-7,8-dihydro-6H-pyrazolo[1,5-a]pyrrolo[2,3-e]pyrimidine-6-carboxamide C(#N)C1=NN2C(N=CC3=C2[C@](CN3C(=O)NC3=CN=NC(=C3)C(F)F)(C(F)(F)F)C)=C1